OC1=C(C=C(C=C1)F)C(CC1=NC=CC=C1)(C=1SC=CC1)O 2-(2-(2-hydroxy-5-fluorophenyl)-2-hydroxy-2-(2-thienyl)ethyl)-pyridine